1-(2-(cyclopropyl-(2-(2-fluoro-3-vinylphenylamino)-2-oxoethyl)amino)-2-oxoethyl)-1H-indazole-3-carboxamide C1(CC1)N(C(CN1N=C(C2=CC=CC=C12)C(=O)N)=O)CC(=O)NC1=C(C(=CC=C1)C=C)F